ICC\C=C\CCCCCCCCCC(OCCCCCC)OCCCCCC (3E)-1-iodo-14,14-dihexyloxy-3-tetradecene